D-ribohexulose OCC(=O)[C@H](O)[C@H](O)[C@H](O)CO